CCCCC(CC)COC(=O)C1=CC=CC=C1C(=O)[O-] The molecule is conjugate base of mono(2-ethylhexyl) phthalate arising from deprotonation of the free carboxy group; major species at pH 7.3. It is a conjugate base of a mono(2-ethylhexyl) phthalate.